4-[6-amino-5-(2,6-dichloro-benzyloxy)-pyridin-3-yl]-N-(3-diethylamino-propyl)-benzamide NC1=C(C=C(C=N1)C1=CC=C(C(=O)NCCCN(CC)CC)C=C1)OCC1=C(C=CC=C1Cl)Cl